COC(=O)C1CN(CCN1C1=NC(=CC(=C1)F)N1C(C2=C(N=C(N=C2)C2=NC=CC=N2)CC1)C)C(=O)OC(C)(C)C 4-[4-fluoro-6-[5-methyl-2-pyrimidin-2-yl-7,8-dihydro-5H-pyrido[4,3-d]pyrimidin-6-yl]-2-pyridyl]piperazine-1,3-dicarboxylic acid O1-tert-butyl ester O3-methyl ester